C(C)(C)(C)OC(C1=CC=C(C=C1)NC([C@H](CC1=CC=CC=C1)N1C(C(N(CC1)C1=C(C=CC(=C1)Cl)N1N=NN=C1)=O)=O)=O)=O (S)-4-(2-(4-(5-chloro-2-(1H-tetrazol-1-yl)phenyl)-2,3-dioxopiperazin-1-yl)-3-phenylpropionamido)benzoic acid tert-butyl ester